ClC=1C=C(CNC(=O)C2CC3CCC(C2)N3)C=CC1 N-(3-chlorobenzyl)-8-azabicyclo[3.2.1]octane-3-carboxamide